(oxetane-3-yl)methyltriacetoxysilane O1CC(C1)C[Si](OC(C)=O)(OC(C)=O)OC(C)=O